4-(biphenyl-4-yl)thiazol-2-amine C1(=CC=C(C=C1)C=1N=C(SC1)N)C1=CC=CC=C1